4-(3-bromo-5-(2-methylprop-1-en-1-yl)-1H-pyrazol-1-yl)-2-(difluoromethoxy)pyridine BrC1=NN(C(=C1)C=C(C)C)C1=CC(=NC=C1)OC(F)F